2-(4-bromophenyl)-vinylboronate BrC1=CC=C(C=C1)C=CB([O-])[O-]